C(C1CO1)OC(C1=CC=C(C(=O)OCC2CO2)C=C1)=O.C(C1=CC(C(=O)OCC2CO2)=CC=C1)(=O)OCC1CO1 diglycidyl isophthalate diglycidyl-terephthalate